CC1(NC2(CCC2)CC(C1)=O)C 6,6-dimethyl-5-azaspiro[3.5]nonan-8-one